ClC1=NC=CC(=C1)C=1C(=C(C=CC1)C1=CC(=C(C=C1)NC(C)=O)F)OC N-(3'-(2-chloropyridin-4-yl)-3-fluoro-2'-methoxy-[1,1'-biphenyl]-4-yl)acetamide